6-[2-chloro-6-(1,3-dimethylpyrazol-4-yl)phenyl]-3-(4-isoquinolyl)-1H-thieno[3,2-d]pyrimidine-2,4-dione ClC1=C(C(=CC=C1)C=1C(=NN(C1)C)C)C1=CC=2NC(N(C(C2S1)=O)C1=CN=CC2=CC=CC=C12)=O